(S)-3-chloro-N-(2-hydroxypropyl)-4-(6-(1-methylcyclopropoxy)-9-((4-methylpyridin-2-yl)methyl)-9H-purin-8-yl)benzamide ClC=1C=C(C(=O)NC[C@H](C)O)C=CC1C=1N(C2=NC=NC(=C2N1)OC1(CC1)C)CC1=NC=CC(=C1)C